1-iodo-3-methoxy-5-(trifluoromethyl)benzene IC1=CC(=CC(=C1)C(F)(F)F)OC